CO[Si](CCCC1=C(C(=C(C(=C1F)F)F)F)F)(OC)OC trimethoxy[3-(perfluorophenyl)propyl]silane